ClC1=C(OCC=2N(C(=CN2)[N+](=O)[O-])C)C(=CC(=C1)[N+](=O)[O-])Cl 2-(2,6-dichloro-4-nitro-phenoxymethyl)-1-methyl-5-nitro-1H-imidazole